(S)-N-(2-methoxy-5-(4-(trifluoromethyl)phenoxy)phenyl)-5-oxopyrrolidine-3-carboxamide COC1=C(C=C(C=C1)OC1=CC=C(C=C1)C(F)(F)F)NC(=O)[C@@H]1CNC(C1)=O